1,2,3,3,4-pentachlorocyclopentene ClC1=C(C(C(C1)Cl)(Cl)Cl)Cl